BrC=1C=CC(=C(C1)C1=NC=CC=N1)OC 2-(5-bromo-2-methoxyphenyl)pyrimidine